ClC1=C(C=C(C=C1)CCN)OC 2-(4-chloro-3-methoxyphenyl)ethane-1-amine